BrC1(C(=CC(=CN1)C)C(F)(F)F)C 6-bromo-3,6-dimethyl-5-(trifluoromethyl)pyridine